C(\C=C/C(=O)OCC=C)(=O)OCC=C cis-bis-allyl maleate